N=C1NC(C=2C=C3C(=CC12)C=CC=C3)=N 1,3-diiminobenz(f)-isoindoline